BrC1=CC=C(CN2N=NC(=C2)C=2N=C3N(C(C2)=O)C=CC=C3)C=C1 2-(1-(4-bromobenzyl)-1H-1,2,3-triazol-4-yl)-4H-pyrido[1,2-a]pyrimidin-4-one